3-(5-chloropyrazin-2-yl)-6,7-dihydro-5H-pyrrolo[2,1-c][1,2,4]triazole ClC=1N=CC(=NC1)C=1N2C(=NN1)CCC2